Dipentylamin C(CCCC)NCCCCC